(E)-2,7-dimethyl-4-(3-methylbut-2-en-1-yl)oct-2,6-dienal C/C(/C=O)=C\C(CC=C(C)C)CC=C(C)C